ClC1=C2C=NN(C2=CC=C1NC1=NN(C2=CC=CC=C12)C=1C=NC=C(C1)[N+](=O)[O-])C1OCCCC1 N-(4-chloro-1-(tetrahydro-2H-pyran-2-yl)-1H-indazol-5-yl)-1-(5-nitropyridin-3-yl)-1H-indazol-3-amine